FC1(CN(CCC1)C=1OC2=C(N1)C=C(C=C2)NC(=O)C2=CC1=C(OCO1)C=C2)F benzo[1,3]dioxole-5-carboxylic acid [2-(3,3-difluoro-piperidin-1-yl)-benzooxazol-5-yl]-amide